(R)-3-(5-(4-((1-(4-((1R,2S)-6'-hydroxy-1',2',3',4',5,6,7,8-octahydro-[1,2'-binaphthalen]-1'-yl)phenyl)piperidin-4-yl)methyl)piperazin-1-yl)-1-oxoisoindolin-2-yl)piperidine-2,6-dione OC=1C=C2CCC(C(C2=CC1)C1=CC=C(C=C1)N1CCC(CC1)CN1CCN(CC1)C=1C=C2CN(C(C2=CC1)=O)[C@H]1C(NC(CC1)=O)=O)C1=CC=CC=2CCCCC12